[Na+].C1C=CC=2OC3=C(C21)C=CC=C3CCCC(=O)[O-] 1H-cyclopenta[b]benzofuran-5-butanoic acid sodium salt